C(C1=CC=CC=C1)N1CC=2C(=C(C=3NC=4C=CC(=CC4C3C2)OC)C)CC1 2-benzyl-9-methoxy-5-methyl-2,3,4,6-tetrahydro-1H-pyrido[4,3-b]carbazole